(3R)-1-(3-{[1-(tert-butoxy)-2-methyl-1-oxopropan-2-yl]oxy}phenyl)piperidine-3-carboxylate C(C)(C)(C)OC(C(C)(C)OC=1C=C(C=CC1)N1C[C@@H](CCC1)C(=O)[O-])=O